NC1=NC=2C=CC=CC2C2=C1N=C(N2CC(C)(O)C)CNCC 1-(4-Amino-2-ethylaminomethyl-imidazo[4,5-c]chinolin-1-yl)-2-methylpropan-2-ol